C[C@H]1CC[C@H](CN1C(CC1=CC=C(C=C1)C1=CC=C(C=C1)C=1C=NC=CC1)=O)C(=O)O (3R,6S)-6-methyl-1-(2-(4'-(pyridin-3-yl)-[1,1'-biphenyl]-4-yl)acetyl)piperidine-3-carboxylic acid